C1CN(CCN1CCO)CC2=CC=C(C=C2)[N+](=O)[O-] 4-amino-3,5-dibromoacetophenone